O=C1CN(C2=CC=CC=C2N1CC1=NC=C(C=C1)C1=NOC(=N1)C(F)(F)F)C(=O)OC methyl 3-oxo-4-({5-[5-(trifluoromethyl)-1,2,4-oxadiazol-3-yl]pyridin-2-yl}methyl)-3,4-dihydroquinoxaline-1(2H)-carboxylate